N1CCC(CC1)CN1CCC(CC1)N1C=CC=2C1=NC=C(C2)N2CNCC=C2 1-(1-(1-(Piperidin-4-ylmethyl)piperidin-4-yl)-1H-pyrrolo[2,3-b]pyridin-5-yl)dihydropyrimidine